(+)-alpha-(trifluoromethyl)phenylacetic acid FC(C(C(=O)O)C1=CC=CC=C1)(F)F